ClC=1C=CC=2N(C1)N=C(C2C=O)COC2OCCCC2 6-Chloro-2-(((tetrahydro-2H-pyran-2-yl)oxy)methyl)pyrazolo[1,5-a]pyridine-3-carbaldehyde